C(CCCCCCCC(=O)[O-])(=O)OCCCCCCCC\C=C/CCCCCCCC Oleyl monoazelate